ClC=1C=C(C=C(C1)Cl)C1=NC(=CC(=C1)CN1CCC(CC1)COC(NC(C)=O)=O)OC=1C=NC(=CC1)N1CCN(CC1)C (1-((2-(3,5-dichlorophenyl)-6-((6-(4-methylpiperazin-1-yl)pyridin-3-yl)oxy)pyridin-4-yl)methyl)piperidin-4-yl)methylacetylcarbamate